Cl.FC(CC(N)C=1N=NNC1)(F)F 3,3,3-trifluoro-1-(1H-1,2,3-triazol-4-yl)propan-1-amine hydrochloride